3,5-dimethylhexanoate CC(CC(=O)[O-])CC(C)C